ethyl (3S)-1-(3-(2-oxo-4-(o-tolyl)-2H-chromen-7-yl)butanoyl)piperidine-3-carboxylate O=C1OC2=CC(=CC=C2C(=C1)C1=C(C=CC=C1)C)C(CC(=O)N1C[C@H](CCC1)C(=O)OCC)C